methylphosphonothioate CP([O-])([O-])=S